1-cyclohexanealdehyde (R or S)-3-((3-(ethoxy-methyl)-3-(4-fluoro-phenethyl)pyrrolidin-1-yl)methyl)-5-fluoro-pyridinecitrate C(C)OCC1(CN(CC1)CC=1C(=NC=C(C1)F)C([C@@](CC(=O)O)(O)C(=O)O)C(=O)O)CCC1=CC=C(C=C1)F.C1(CCCCC1)C=O |o1:18|